1-Bromo-4-chlorobenzene BrC1=CC=C(C=C1)Cl